methyl (E)-5-aminopent-2-enoate hydrochloride Cl.NCC/C=C/C(=O)OC